{tert-butylcyclopentadienyl}trimethylplatinum (IV) C(C)(C)(C)C1(C=CC=C1)[Pt](C)(C)C